FC=1C=CC(=NC1)[C@@H](C)OC=1C=2N(C=C(C1)C=1C=NN(C1C)[C@@H]1CNCCC1)N=CC2C#N 4-[(1R)-1-(5-fluoro-2-pyridyl)ethoxy]-6-[5-methyl-1-[(3S)-3-piperidyl]pyrazol-4-yl]pyrazolo[1,5-a]pyridine-3-carbonitrile